N-[2-bromo-6-chloro-4-(1,1,1,2,3,3,3-heptafluoropropan-2-yl)phenyl]-3-[ethyl(4-cyanobenzoyl)amino]-2-methoxybenzamide BrC1=C(C(=CC(=C1)C(C(F)(F)F)(C(F)(F)F)F)Cl)NC(C1=C(C(=CC=C1)N(C(C1=CC=C(C=C1)C#N)=O)CC)OC)=O